S(=O)(=O)([O-])[O-].CN1C=[N+](C=C1)CC1=CC=C(C=C1)C=C.CN1C=[N+](C=C1)CC1=CC=C(C=C1)C=C 3-methyl-1-(4-vinylbenzyl)-3H-imidazol-1-ium sulfate